4,4-Dimethoxyoxazolin COC1(N=COC1)OC